C(N)(=O)[C@@H]1N(CCOC1)C(=O)OCC1=CC=CC=C1 benzyl (3R)-3-carbamoylmorpholine-4-carboxylate